(2S,6R)-2-(1-cyclopropylpyrazol-4-yl)-4-[4-[2-fluoro-4-(trifluoromethyl)phenyl]-6,7-dimethyl-pteridin-2-yl]-6-methyl-morpholine C1(CC1)N1N=CC(=C1)[C@H]1CN(C[C@H](O1)C)C1=NC2=NC(=C(N=C2C(=N1)C1=C(C=C(C=C1)C(F)(F)F)F)C)C